sulfosalicylate S(=O)(=O)(O)OC=1C(C(=O)[O-])=CC=CC1